4-(6α-hydroxy-17-ketoandrostan-3-yl)butanoic acid O[C@H]1C[C@H]2[C@@H]3CCC([C@@]3(C)CC[C@@H]2[C@]2(CCC(CC12)CCCC(=O)O)C)=O